2,7-bis[2-(dipropylamino)-ethoxy]-fluoren dihydrochloride Cl.Cl.C(CC)N(CCOC1=CC=2CC3=CC(=CC=C3C2C=C1)OCCN(CCC)CCC)CCC